1-(2-fluorophenyl)-N-[(3S)-1-imidazo[1,2-a]pyrazin-8-ylpyrrolidin-3-yl]-1,2,4-triazole-3-carboxamide FC1=C(C=CC=C1)N1N=C(N=C1)C(=O)N[C@@H]1CN(CC1)C=1C=2N(C=CN1)C=CN2